C(C)(=O)[O-].C(CCCCC)[NH+]1CCCC1 N-Hexylpyrrolidinium acetat